ethyl 5-methyl-3-(trifluoromethyl)-1H-pyrazole-4-carboxylate CC1=C(C(=NN1)C(F)(F)F)C(=O)OCC